1-(6-methylpyridin-2-yl)piperidine-4-carboxylic acid CC1=CC=CC(=N1)N1CCC(CC1)C(=O)O